(E)-4-styrylpyridin-2-amine C(=C\C1=CC=CC=C1)/C1=CC(=NC=C1)N